ClC=1C=C(C=CC1OC(F)(F)F)N1C(=NC2=C1C=C(C=C2)C2=C(C=C(C=C2)OC)OC)C#C 1-[3-Chloro-4-(trifluoromethoxy)phenyl]-6-(2,4-dimethoxyphenyl)-2-ethynyl-benzimidazole